COC1=C(C=C2C3=C(N(C2=C1)C)C(=NC=C3)C)N3CCN(CC3)C(=O)C3=CC=CC=C3 (4-(7-methoxy-1,9-dimethyl-9H-pyrido[3,4-b]indol-6-yl)piperazin-1-yl)(phenyl)methanone